N1N=CC(=C1)C1=CC=C(C=C1)C1=CC(=NN1)NC1=CC(=C(C=C1C)O)F 4-((5-(4-(1H-pyrazol-4-yl)phenyl)-1H-pyrazol-3-yl)amino)-2-fluoro-5-methylphenol